2-(4-chlorophenyl)oxirane ClC1=CC=C(C=C1)C1OC1